COC(=O)C1=C(C=C2N=C(C=3N(C2=C1)C=NC3)N)Cl.CC3=NN(C=C3C3=NC1=CC=CC=C1N=C3)CC3CCNCC3 2-[3-methyl-1-(4-piperidinylmethyl)pyrazol-4-yl]Quinoxaline methyl-4-amino-7-chloroimidazo[1,5-a]quinoxaline-8-carboxylate